COC1=C(C=C2NC=C(CCN(C)C(C)C)C2=C1)OC 5,6-Dimethoxy-N-isopropyl-N-methyl-tryptamine